(5E)-1-(3,4-Dimethylphenyl)-5-{[1-(4-methoxyphenyl)-1H-pyrrol-2-yl]methylidene}-2-thioxodihydropyrimidine-4,6(1H,5H)-dione CC=1C=C(C=CC1C)N1C(NC(\C(\C1=O)=C/C=1N(C=CC1)C1=CC=C(C=C1)OC)=O)=S